1-(4-methylthiazol-2-yl)ethan-1-one CC=1N=C(SC1)C(C)=O